5-((3-fluoro-4-methoxybenzyl)amino)-2-morpholino-N-neopentyl-benzamide FC=1C=C(CNC=2C=CC(=C(C(=O)NCC(C)(C)C)C2)N2CCOCC2)C=CC1OC